5-(4-methoxyphenyl)-7-(2-methyl-2H-indazol-5-yl)-3-(2,2,2-trifluoroethoxy)pyrido[2,3-b]pyrazin-6(5H)-one COC1=CC=C(C=C1)N1C(C(=CC=2C1=NC(=CN2)OCC(F)(F)F)C2=CC1=CN(N=C1C=C2)C)=O